1-{2-[(9Z,12Z)-octadec-9,12-dien-1-yloxy]-1-[(octyloxy)methyl]ethyl}azapyridine C(CCCCCCC\C=C/C\C=C/CCCCC)OCC(COCCCCCCCC)N1NC=CC=C1